(6-(phenylamino)pyridin-2-yl)methanone C1(=CC=CC=C1)NC1=CC=CC(=N1)C=O